(S)-N-(2-(1-cyclopropyl-2-hydroxy-2-methylpropyl)-3-oxoisoindolin-4-yl)-2,3-dihydro-1H-indene-4-carboxamide C1(CC1)[C@@H](C(C)(C)O)N1CC2=CC=CC(=C2C1=O)NC(=O)C=1C=2CCCC2C=CC1